C(C)(C)N1N=CC2=CC=C(C=C12)[C@@H]1[C@H](C1)C=1C=2N(N=C(C1)C=1C(NC(NC1)=O)=O)C=CN2 5-(8-((1S,2S)-2-(1-isopropyl-1H-indazol-6-yl)cyclopropyl)imidazo[1,2-b]pyridazin-6-yl)pyrimidine-2,4(1H,3H)-dione